3-methyl-4-ethyl-3-hexanol CC(CC)(C(CC)CC)O